C(C1=CC=CC=C1)C1C(N(C2=C(O1)C=CC(=C2)C(=O)NO)CC2=CC=C(C=C2)OC)=O 2-benzyl-N-hydroxy-4-(4-methoxybenzyl)-3-oxo-3,4-dihydro-2H-benzo[b][1,4]oxazine-6-carboxamide